N-((6S,7S)-5-((S)-2-cyanooxetane-2-carbonyl)-6-((2,5-difluoro-[1,1'-biphenyl]-3-yl)methyl)-5-azaspiro[2.4]heptan-7-yl)-1-fluoromethanesulfonamide C(#N)[C@]1(OCC1)C(=O)N1CC2(CC2)[C@@H]([C@@H]1CC=1C(=C(C=C(C1)F)C1=CC=CC=C1)F)NS(=O)(=O)CF